ClC=1C(=NC(=NC1C1=C(C=CC=C1)C)NS(=O)(=O)C=1C=NN(C1)C)OC1=CC=C(C=C1)N1CCN(CC1)C N-[5-chloro-4-[4-(4-methylpiperazin-1-yl)phenoxy]-6-(o-tolyl)pyrimidin-2-yl]-1-methyl-pyrazole-4-sulfonamide